Cl.NC=1C=2C3=C(NC2C(=C(C1)Cl)Cl)CCNC(C3)=O 10-Amino-7,8-dichloro-3,4,5,6-tetrahydroazepino[4,5-b]indol-2(1H)-one hydrochloride